3-fluoro-4-(7-methyl-2-(3-((6-methylpyrazin-2-yl)oxy)azetidin-1-yl)-8-oxo-6-(trifluoromethyl)-7,8-dihydropyrimido[5,4-d]pyrimidin-4-yl)benzonitrile FC=1C=C(C#N)C=CC1C=1C2=C(N=C(N1)N1CC(C1)OC1=NC(=CN=C1)C)C(N(C(=N2)C(F)(F)F)C)=O